N=1C=C(N2C1C=CC=C2)CN2CCC(CC2)SCC2=NC1=C(C=CC=C1C(N2)=O)C 2-(((1-(Imidazo[1,2-a]pyridin-3-ylmethyl)piperidin-4-yl)thio)methyl)-8-methylquinazolin-4(3H)-one